1-(2-(1-Methyl-1H-tetrazol-5-yl)-4-(trifluoromethyl)phenyl)pentan-1-ol CN1N=NN=C1C1=C(C=CC(=C1)C(F)(F)F)C(CCCC)O